4-[(2R)-3-(3,4-dihydro-1H-isoquinolin-2-yl)-2-hydroxy-propyl]-8-[4-(trifluoromethyl)piperidine-1-carbonyl]-2,3-dihydro-1,4-benzoxazepine-5-one C1N(CCC2=CC=CC=C12)C[C@H](CN1CCOC2=C(C1=O)C=CC(=C2)C(=O)N2CCC(CC2)C(F)(F)F)O